Cl.N(=NC(CC(N)=N)C)C(CC(N)=N)C 2,2'-azobis(amidinopropane) hydrochloride